OCCOC=1C=NC(=NC1)N1C[C@H](N([C@H](C1)C)C(=O)OC1CC2(CN(C2)CC2=CC=CC=C2)C1)C 2-benzyl-2-azaspiro[3.3]heptan-6-yl (2R,6S)-4-[5-(2-hydroxyethoxy)pyrimidin-2-yl]-2,6-dimethylpiperazine-1-carboxylate